Methyl (S)-3-(4'-hydroxy-[1,1'-biphenyl]-3-yl)-4-(methylamino)butanoate hydrochloride Cl.OC1=CC=C(C=C1)C1=CC(=CC=C1)[C@H](CC(=O)OC)CNC